[N+](=O)([O-])C1=CC=C(C=C1)S(=O)(=O)OC[C@@H]1CC[C@H](CC1)C(=O)N1OCC[C@H]1C=1C=NC=C(C1)C#N [trans-4-[(3S)-3-(5-cyano-3-pyridyl)isoxazolidine-2-carbonyl]cyclohexyl]methyl 4-nitrobenzenesulfonate